N-(2-chloro-3-(3-chloro-5'-formyl-6'-methoxy-[2,2'-bipyridin]-4-yl)phenyl)-1,3-dimethyl-2,4-dioxo-1,2,3,4-tetrahydropyrimidine-5-carboxamide ClC1=C(C=CC=C1C1=C(C(=NC=C1)C1=NC(=C(C=C1)C=O)OC)Cl)NC(=O)C=1C(N(C(N(C1)C)=O)C)=O